(S)-N-methyl-6-(4-(trifluoromethyl)-1H-pyrazol-1-yl)-2,3-dihydrobenzofuran-3-amine CN[C@@H]1COC2=C1C=CC(=C2)N2N=CC(=C2)C(F)(F)F